N-(2-(1H-benzo[d]imidazol-2-yl)ethyl)-4-(4-methylpiperazin-1-yl)quinazolin-2-amine N1C(=NC2=C1C=CC=C2)CCNC2=NC1=CC=CC=C1C(=N2)N2CCN(CC2)C